4-(4-amino-3-(propylcarbamoyl)isoquinolin-8-yl)-3-methoxypyridazin 1-oxide NC1=C(N=CC2=C(C=CC=C12)C1=C(N=[N+](C=C1)[O-])OC)C(NCCC)=O